N-allyl-palmitamide C(C=C)NC(CCCCCCCCCCCCCCC)=O